FC1=C(C=CC(=C1)OC1=C(C=C2CCN[C@@](C2=C1)(CC(NC=1SC=CN1)=O)C)OC)C1=CC=C(C=C1)/C=C/C(=O)O (R,E)-3-(2'-fluoro-4'-((6-methoxy-1-methyl-1-(2-oxo-2-(thiazol-2-ylamino)ethyl)-1,2,3,4-tetrahydroisoquinolin-7-yl)oxy)-[1,1'-biphenyl]-4-yl)acrylic acid